tert-butyl 7-(3-(2,6-dioxopiperidin-3-yl)phenyl)-2,7-diazaspiro[3.5]nonane-2-carboxylate O=C1NC(CCC1C=1C=C(C=CC1)N1CCC2(CN(C2)C(=O)OC(C)(C)C)CC1)=O